Cl.N[C@H]1[C@@H]([C@@]([C@H](C1)CO)(O)C)O (1R,2S,3R,5R)-3-amino-5-(hydroxymethyl)-1-methylcyclopentane-1,2-diol hydrochloride